[N+](=O)([O-])C1=CC=C(C=C1)C(=O)OC[C@H]1N(C[C@@H]2C[C@@H]2C1)C(=O)OC(C)(C)C |o1:13,16,18| tert-butyl (1R*,4S*,6R*)-4-({[(4-nitrophenyl)carbonyl]oxy}methyl)-3-azabicyclo[4.1.0]heptane-3-carboxylate